C(C)(C)OC1=C(C(=CC=C1)OC)S 2-Isopropoxy-6-methoxybenzenethiol